N1CCC(CC1)N1N=NC(=C1)C(=O)N 1-(piperidin-4-yl)-1H-1,2,3-triazole-4-carboxamide